4-(4-methoxyphenyl)-1,2-diphenyl-1,2,4-triazolidine COC1=CC=C(C=C1)N1CN(N(C1)C1=CC=CC=C1)C1=CC=CC=C1